N[C@H](C(=O)NCCCCCC(=O)OCC1=CC=CC=C1)CCCCNC(=O)OCC1=CC=CC=C1 Benzyl (S)-6-(2-amino-6-(((benzyloxy)carbonyl)amino)hexanamido)hexanoate